[Sn](Cl)Cl Tin(II) Chloride